ClC1=C(SC=C1C1=NC(=NC(=N1)C(Cl)(Cl)Cl)C(Cl)(Cl)Cl)CCC(=O)O 3-{chloro-4-[2,4-bis(trichloromethyl)-s-triazin-6-yl]thiophenyl}propionic acid